C(C)N1C(=CC2=CC=CC=C12)C1=NC2=C(N1C)C=CC(=C2)C(=O)N2C[C@H]([C@H](CC2)O)NC(OC(C)(C)C)=O |r| cis-(+/-)-tert-butyl (1-(2-(1-ethyl-1H-indol-2-yl)-1-methyl-1H-benzo[d]imidazole-5-carbonyl)-4-hydroxypiperidin-3-yl)carbamate